N-(3-(cyclopentylsulfonyl)phenyl)-6-((2-(dimethylamino)ethyl)amino)-2-(6-azaspiro[2.5]octan-6-yl)nicotinamide C1(CCCC1)S(=O)(=O)C=1C=C(C=CC1)NC(C1=C(N=C(C=C1)NCCN(C)C)N1CCC2(CC2)CC1)=O